C(OCC=1N(C=CN1)C1=CC=C(C=C1)NC([C@@H](NC([C@@H](NC(CCOCCOCCOCCOCCOCCOCCN=[N+]=[N-])=O)C(C)C)=O)CCCNC(=O)N)=O)(OC1=CC=C(C=C1)[N+](=O)[O-])=O (1-(4-((23S,26S)-1-azido-23-isopropyl-21,24-dioxo-26-(3-ureidopropyl)-3,6,9,12,15,18-hexaoxa-22,25-diazaheptacosan-27-amido)phenyl)-1H-imidazol-2-yl)methyl (4-nitrophenyl) carbonate